NC1=NC=C(C=C1N(C(OC(C)(C)C)=O)C)C(F)F tert-Butyl (2-amino-5-(difluoromethyl)pyridin-3-yl)(methyl)carbamate